CC(=O)CC(=O)C1=C(C2=C(C=C1CC(=O)[O-])C(=O)C3=C(C2=O)C(=CC=C3)O)[O-] The molecule is an oxo monocarboxylic acid anion obtained by deprotonation of the carboxy as well as the 5-hydroxy group of nogalonic acid. It is the major microspecies at pH 7.3 (according to Marvin v 6.2.0.). It is an oxo monocarboxylic acid anion and a phenolate anion. It is a conjugate base of a nogalonic acid.